[K+].FC1(C[C@@H](N(C1)C(=O)C=1N=C(SC1)C(=O)[O-])C)F (S)-4-(4,4-difluoro-2-methylpyrrolidine-1-carbonyl)thiazole-2-carboxylic acid potassium salt